N-(1-methylbut-3-enyl)-5-nitro-3-(trifluoromethyl)pyridin-2-amine CC(CC=C)NC1=NC=C(C=C1C(F)(F)F)[N+](=O)[O-]